2-(N-Azetidinylcarbamoyl)-5-chloro-pyridin-3-yl 3-[4-(4-chlorothiazol-2-yl)-1H-1,2,3-triazol-1-yl]-3-deoxy-2-O-methyl-1-thio-α-D-galactopyranoside ClC=1N=C(SC1)C=1N=NN(C1)[C@@H]1[C@H]([C@@H](SC=2C(=NC=C(C2)Cl)C(NN2CCC2)=O)O[C@@H]([C@@H]1O)CO)OC